Cyclooctan C1CCCCCCC1